3,6-dihydropyridine-1,4(2H)-dicarboxylic acid 1-tert-butyl 4-methyl ester COC(=O)C=1CCN(CC1)C(=O)OC(C)(C)C